3-((3-((tert-Butoxycarbonyl)amino)benzyl)amino)-2-fluoro-6-methylbenzoic acid methyl ester COC(C1=C(C(=CC=C1C)NCC1=CC(=CC=C1)NC(=O)OC(C)(C)C)F)=O